tert-butyl (6-(4-bromobenzyl)spiro[3.3]heptan-2-yl)carbamate BrC1=CC=C(CC2CC3(CC(C3)NC(OC(C)(C)C)=O)C2)C=C1